C(C1=CC=CC=C1)N1C=C(CCC1)C=1C=CC(=C(C(=O)NC=2C(=CC3=C(OC(O3)(F)F)C2)C(=O)NC2=CC(=C(C=C2)F)C(F)(F)F)C1)OC 6-(5-(1-benzyl-1,4,5,6-tetrahydropyridin-3-yl)-2-methoxybenzamido)-2,2-difluoro-N-(4-fluoro-3-(trifluoromethyl)phenyl)benzo[d][1,3]dioxole-5-carboxamide